4-((3'-(piperidin-1-ylmethyl)-[1,1'-biphenyl]-4-yl)oxy)-1H-1,2,3-triazole-5-carboxylic acid N1(CCCCC1)CC=1C=C(C=CC1)C1=CC=C(C=C1)OC=1N=NNC1C(=O)O